ClC1=CC=C(C(=N1)C(=O)N)O[C@H](C)C=1C=C(C=C2C(C(=C(OC12)C=1C=CC=2C(N1)=CN(N2)C)C)=O)C 6-Chloro-3-[(1R)-1-[3,6-dimethyl-2-(2-methylpyrazolo[4,3-b]pyridin-5-yl)-4-oxo-chromen-8-yl]ethoxy]pyridine-2-carboxamide